BrC=1C(=CC(=C(C(=O)O)C1)OC1=C(C=C(C=C1)F)C)C(F)(F)F 5-bromo-2-(4-fluoro-2-methylphenoxy)-4-(trifluoromethyl)benzoic acid